[C-](S(=O)(=O)C(F)(F)F)(S(=O)(=O)C(F)(F)F)S(=O)(=O)C(F)(F)F.C(CC)N1C(=[N+](C=C1)C)C 1-propyl-2,3-dimethylimidazolium tris(trifluoromethylsulfonyl)methide